OC1=C(C=NN1C)C1=NC=CC(=N1)NC1=CC(=C(C=N1)C#CC1CCN(CC1)C(=O)OC(C)(C)C)N[C@@H](C)CCO Tert-butyl (S)-4-((6-((2-(5-hydroxy-1-methyl-1H-pyrazol-4-yl)pyrimidin-4-yl)amino)-4-((4-hydroxybutane-2-yl)amino)pyridin-3-yl)ethynyl)piperidine-1-carboxylate